C(=C)S(=O)(=O)C(CCS(=O)(=O)C=C)O 1,3-bis(vinylsulfuryl)propanol